ClC1=CC(=C2C(=N1)C(=NN2COCC[Si](C)(C)C)NC)C=O C5-chloro-3-(methylamino)-1-((2-(trimethylsilyl)ethoxy)methyl)-1H-pyrazolo[4,3-b]pyridine-7-carbaldehyde